styrenesulfonate C(=CC1=CC=CC=C1)S(=O)(=O)[O-]